(1r,4r)-4-((5-(3-(2,2-difluoroethyl)-2-methyl-3H-imidazo[4,5-b]pyridin-5-yl)-4-(methylamino)-7H-pyrrolo[2,3-d]pyrimidin-2-yl)amino)-1-methylcyclohexan-1-ol FC(CN1C(=NC=2C1=NC(=CC2)C2=CNC=1N=C(N=C(C12)NC)NC1CCC(CC1)(O)C)C)F